(1-(methylsulfonyl)azetidin-3-yl)(7-(4-(trifluoro-methyl)phenoxy)-3,4-dihydroisoquinolin-2(1H)-yl)methanone CS(=O)(=O)N1CC(C1)C(=O)N1CC2=CC(=CC=C2CC1)OC1=CC=C(C=C1)C(F)(F)F